3-trifluoromethyl-2,2-dimethylpropanol FC(CC(CO)(C)C)(F)F